4-(1-diazo-2,2,2-trifluoroethyl)benzoic acid [N+](=[N-])=C(C(F)(F)F)C1=CC=C(C(=O)O)C=C1